4-(4-methylpiperidin-1-yl)-4-oxobutanoic acid CC1CCN(CC1)C(CCC(=O)O)=O